C1(CC1)N1N=C(C2=C(C1=O)C(=C(C(N2C)=O)C)NC2=C(C=C(C=C2)I)F)C2=CC(=CC=C2)[N+](=O)[O-] 6-cyclopropyl-4-(2-fluoro-4-iodo-anilino)-1,3-dimethyl-8-(3-nitrophenyl)pyrido[2,3-d]Pyridazine-2,5-dione